10-hydroxy-8-octadecenoate OC(C=CCCCCCCC(=O)[O-])CCCCCCCC